ClC=1C=C(C=NC1)N(C1=CC=C(C=C1)[N+](=O)[O-])C 5-chloro-N-methyl-N-(4-nitrophenyl)pyridin-3-amine